5-(4-ethoxyphenyl)-N-isopropylthiophene-2-carboxamide C(C)OC1=CC=C(C=C1)C1=CC=C(S1)C(=O)NC(C)C